3-Methylacetophenone CC1=CC(=CC=C1)C(=O)C